pentanoic acid hydroiodic acid salt I.C(CCCC)(=O)O